CCC(=O)[O-].C(C)OC(C)=O.[Al+3].CCC(=O)[O-].CCC(=O)[O-] aluminum ethylacetate (methylacetate)